C1(=CC=CC=C1)C1=CC=C(C=C1)C1=CC(=CC=C1)C1=CC=CC=2C3=C(SC21)C(=CC=C3)C3=NC(=NC(=N3)C3=CC=CC=C3)C3=CC=CC=C3 2-(6-(4'-phenyl-1,1'-biphenyl-3-yl)-dibenzothiophene-4-yl)-4,6-diphenyl-1,3,5-triazine